4,5-difluoro-2-((3-fluoro-2-formyl-4-(trifluoromethoxy)phenyl)amino)-benzoic acid methyl ester COC(C1=C(C=C(C(=C1)F)F)NC1=C(C(=C(C=C1)OC(F)(F)F)F)C=O)=O